2-(3,4-Dicyanophenyl)-2-(3,3-difluorocyclopentyl)-N-(3-(trifluoromethyl)-1,2,4-thiadiazol-5-yl)acetamide C(#N)C=1C=C(C=CC1C#N)C(C(=O)NC1=NC(=NS1)C(F)(F)F)C1CC(CC1)(F)F